FC(C(C[C@H](CO)NC1CC2(C1)CCN(CC2)C(=O)OC(C)(C)C)(C)C)(F)F tert-butyl 2-[[(1R)-4,4,4-trifluoro-1-(hydroxymethyl)-3,3-dimethyl-butyl]amino]-7-azaspiro[3.5]nonane-7-carboxylate